NC1=NN2C(C=CC(=C2)C=2C(=CC(=C(C2)NC(=O)N2OCC[C@H]2C2=CC=CC=C2)C)F)=N1 (S)-N-(5-(2-amino-[1,2,4]triazolo[1,5-a]pyridin-6-yl)-4-fluoro-2-methylphenyl)-3-phenylisoxazolidine-2-carboxamide